C(C1=CC=CC=C1)OC(=O)N[C@@H](CCCNC(=O)OCC1=CC=CC=2C3=CC=CC=C3CC12)C(=O)O N-benzyloxycarbonyl-N'-fluorenylmethoxycarbonyl-L-ornithine